5-[1,4-bis-tert-Butoxycarbonylmethyl-6-(tert-Butoxycarbonylmethyl-methyl-amino)-[1,4]diazepin-6-yl]-pentanoic acid methyl ester COC(CCCCC1(CN(C=CN(C1)CC(=O)OC(C)(C)C)CC(=O)OC(C)(C)C)N(C)CC(=O)OC(C)(C)C)=O